benzyl 4-[2-[1-[trans-3-[[bis(tert-butoxycarbonyl)amino]methyl]cyclobutyl]-3-cyclopropyl-pyrazol-4-yl]-5-fluoro-3-pyridyl]-3,6-dihydro-2H-pyridine-1-carboxylate C(C)(C)(C)OC(=O)N(C(=O)OC(C)(C)C)C[C@@H]1C[C@H](C1)N1N=C(C(=C1)C1=NC=C(C=C1C=1CCN(CC1)C(=O)OCC1=CC=CC=C1)F)C1CC1